N1=C(C=CC=C1)N1C=CC2=CC=CC=C12 1-(Pyridin-2-yl)-1H-indol